diethylenetriamine lysine salt N[C@@H](CCCCN)C(=O)O.NCCNCCN